(S)-N-(4-Amino-4-oxo-1-phenylbutyl)-7-morpholino-5-(4-(trifluoromethyl)phenyl)-3,4-dihydroisoquinoline-2(1H)-carboxamide NC(CC[C@@H](C1=CC=CC=C1)NC(=O)N1CC2=CC(=CC(=C2CC1)C1=CC=C(C=C1)C(F)(F)F)N1CCOCC1)=O